[S].[Na].NCC(=O)C1=C(C=C(C(=C1)OC)Br)OC 2-amino-1-(4-bromo-2,5-dimethoxyphenyl)ethanone sodium sulfur